8,9-dimethyl-8,9-dimethoxy-carbonyl-hexadecanoic acid CC(CCCCCCC(=O)O)(C(CCCCCCC)(C(=O)OC)C)C(=O)OC